1-[4-[4-[[4-[(3R,5R)-5-[(5-bromo-1-methyl-6-oxo-pyridazin-4-yl)amino]-1-methyl-3-piperidyl]phenyl]methyl]piperazin-1-yl]phenyl]hexahydropyrimidine-2,4-dione BrC1=C(C=NN(C1=O)C)N[C@@H]1C[C@@H](CN(C1)C)C1=CC=C(C=C1)CN1CCN(CC1)C1=CC=C(C=C1)N1C(NC(CC1)=O)=O